ClC1=CN=C(C2=CC=C(C=C12)NCC=1C=NC(=NC1)OCC1CC=2N(CC1)C=CN2)NC(OC)=O methyl N-[4-chloro-6-[[2-(5,6,7,8-tetrahydroimidazo[1,2-a]pyridin-7-ylmethoxy)pyrimidin-5-yl]methylamino]-1-isoquinolyl]carbamate